CN1CC(C1)NC(C1=NC=CC=C1)=O N-(1-methylazetidin-3-yl)picolinamide